C1(CC1)C=1N=NN(C1)[C@H](C(=O)N1[C@@H](C[C@H](C1)O)C(=O)NCC1=C(N=NC(=C1C)C)O)C(C)(C)C (2S,4r)-1-[(2S)-2-(4-cyclopropyl-triazol-1-yl)-3,3-dimethyl-butyryl]-4-hydroxy-N-[(3-hydroxy-5,6-dimethyl-pyridazin-4-yl)methyl]pyrrolidine-2-carboxamide